6-methoxy-2,10-dimethyl-1,11-diphenyl-5,7-dioxo-2,3,4,8,9,10-hexaazaundecane-3,8-diene 3,9-dioxide COC(C(N=[N+](N(CC1=CC=CC=C1)C)[O-])=O)C(N=[N+](N(CC1=CC=CC=C1)C)[O-])=O